COC(=O)C1=NNN=C1 2H-[1,2,3]triazole-4-carboxylic acid methyl ester